1,3-dimethyl-1,3-diphenyl-disiloxane C[SiH](O[SiH](C1=CC=CC=C1)C)C1=CC=CC=C1